2-(4-amino-3,5-dimethylphenyl)ethan-1-ol NC1=C(C=C(C=C1C)CCO)C